C1(CC1)C=1N=NN(C1)C1CCC(CC1)NC(OCC1=CC=CC=C1)=O benzyl ((1r,4r)-4-(4-cyclopropyl-1H-1,2,3-triazol-1-yl)cyclohexyl)carbamate